CC1=CCC(CC1)C(C(=O)O)CCC.COC1=CC2=C(N(C(O2)=O)CCNC(\C=C\C2=CC=C(C=C2)O)=O)C=C1 (E)-N-(2-(6-methoxy-2-oxo-2,3-dihydro-1,3-benzoxazol-3-yl)ethyl)-3-(4-hydroxyphenyl)acrylamide (+-)-2-(4-methyl-3-cyclohexen-1-yl)-2-propanyl-acetate